BrC1=NC=C(C(=O)OC)C(=C1)OCCOC1=NC(=CC=C1)Cl methyl 6-bromo-4-(2-((6-chloropyridin-2-yl)oxy)ethoxy)nicotinate